FC=1C=C2C(C(NC2=CC1)=O)=NN=C1SCC(N1C1=CC=CC=C1)=O 5-fluoro-3-(2-(3-phenyl-4-oxothiazolidin-2-ylidene)hydrazono)-1H-indol-2-one